(Z)-2-chloro-3-(4-chloro-2',3',4',5',6'-pentafluoro-[1,1'-biphenyl]-3-yl)acrylic acid Cl\C(\C(=O)O)=C/C=1C=C(C=CC1Cl)C1=C(C(=C(C(=C1F)F)F)F)F